[6-[[5-(trifluoromethyl)oxazol-4-yl]methyl]-2,6-diazaspiro[3.3]heptan-2-yl]-[6-[3-(trifluoromethyl)-1,2,4-triazol-1-yl]-2-azaspiro[3.3]heptan-2-yl]methanone FC(C1=C(N=CO1)CN1CC2(CN(C2)C(=O)N2CC3(C2)CC(C3)N3N=C(N=C3)C(F)(F)F)C1)(F)F